(3S)-6-fluoro-4-{[3-(methoxymethyl)oxetan-3-yl]carbonyl}-3-methyl-3,5-dihydro-2H-1,4-benzoxazepine-8-carbonitrile FC1=CC(=CC2=C1CN([C@H](CO2)C)C(=O)C2(COC2)COC)C#N